C[C@]1(C=C[C@@H](CC1)C(=C)C)O (1S,4R)-1-methyl-4-(1-methylvinyl)-2-cyclohexen-1-ol